bismuth tris(trifluoromethanesulfonate) FC(S(=O)(=O)[O-])(F)F.FC(S(=O)(=O)[O-])(F)F.FC(S(=O)(=O)[O-])(F)F.[Bi+3]